(1R,5S-6r)-6-[5-(difluoromethyl)-4-methyl-1,2-oxazol-3-yl]-3-azabicyclo[3.1.0]hexane TFA salt OC(=O)C(F)(F)F.FC(C1=C(C(=NO1)C1[C@H]2CNC[C@@H]12)C)F